CC1(CN(CC1)CC1=CC(=NC=C1)NC=1SC2=NC(=CC=C2N1)C=1C=NNC1C)C N-(4-((3,3-dimethylpyrrolidin-1-yl)methyl)pyridin-2-yl)-5-(5-methyl-1H-pyrazol-4-yl)thiazolo[5,4-b]pyridin-2-amine